N[C@@H]1C[C@H](N(C1)C(=O)C=1N=C2N(C=C(C=C2)Cl)C1)C=1SC=C(N1)C(=O)NCC1=CC=C(C=C1)CN 2-((2S,4R)-4-Amino-1-(6-chloroimidazo[1,2-a]pyridin-2-carbonyl)pyrrolidin-2-yl)-N-(4-(aminomethyl)benzyl)thiazol-4-carboxamid